O=C1NC(CCC1N1C(C2=CC=C(C=C2C1=O)N1CCN(CC1)CCC1CCN(CC1)C1=CC=C(C=C1)\C(=C(/CC)\C1=CC=CC=C1)\C1=CC=C(C=C1)B(O)O)=O)=O (E)-(4-(1-(4-(4-(2-(4-(2-(2,6-dioxopiperidin-3-yl)-1,3-dioxoisoindolin-5-yl)piperazin-1-yl)ethyl)piperidin-1-yl)phenyl)-2-phenylbut-1-en-1-yl)phenyl)boronic acid